5-chloro-1H-pyrrolo[3,2-b]pyridine-7-carboxylic acid ClC1=CC(=C2C(=N1)C=CN2)C(=O)O